ClC=1C=C(C2=C(OCCO2)C1Cl)N1CCNCC1 7,8-Dichloro-5-(piperazin-1-yl)-2,3-dihydro-1,4-benzodioxine